3-(4-chlorophenyl)-1H-pyrrolo[3,2-b]pyridine-2-carboxylic acid ClC1=CC=C(C=C1)C1=C(NC=2C1=NC=CC2)C(=O)O